BrC1=C(C=C2C(=CC(=NC2=C1F)Cl)Cl)I 7-bromo-2,4-dichloro-8-fluoro-6-iodoquinoline